6-chloro-4-(trifluoromethyl)picolinamide ClC1=CC(=CC(=N1)C(=O)N)C(F)(F)F